(R)-6-fluoro-1-(1H-indol-5-yl)-4-oxo-7-(2-((pyridin-2-yloxy)methyl)pyrrolidin-1-yl)-1,4-dihydroquinoline-3-carboxylic acid FC=1C=C2C(C(=CN(C2=CC1N1[C@H](CCC1)COC1=NC=CC=C1)C=1C=C2C=CNC2=CC1)C(=O)O)=O